ClC1=C2[C@H]([C@@H](N=C(C2=CC=C1C)C=1C=NC2=C(C=CC=C2C1)F)C)C |r| rac-(3S,4R)-5-chloro-1-(8-fluoro-3-quinolyl)-3,4,6-trimethyl-3,4-dihydroisoquinoline